C(C)(=O)O[C@@H]1[C@H](O[C@H]([C@@H]1O[Si](C)(C)C(C)(C)C)N1C(NC(C=C1)=O)=O)CO[Si](C)(C)C(C)(C)C (2R,3R,4R,5R)-4-((tert-butyldimethylsilyl)oxy)-2-(((tert-butyldimethylsilyl)oxy)methyl)-5-(2,4-dioxo-3,4-dihydropyrimidin-1(2H)-yl)tetrahydrofuran-3-yl acetate